(R)-1-{[2-(difluoromethyl)-6-(pyrazolo[1,5-a]pyrimidin-7-yl)pyridin-3-yl]oxy}-2,4-dimethylpentan-2-amine FC(C1=NC(=CC=C1OC[C@@](CC(C)C)(N)C)C1=CC=NC=2N1N=CC2)F